Cl.C1(CCC1)C1CNC1 3-cyclobutylazetidine hydrochloride